C1OCC12CC(C2)OC2=C(C=CC=C2)C2CCN(CC2)[C@@H]2COC1(CNC1)C2 (S)-7-(4-(2-((2-oxaspiro[3.3]heptan-6-yl)oxy)phenyl)piperidin-1-yl)-5-oxa-2-azaspiro[3.4]octane